(3S,7aR,11aR)-9-[(4-fluorophenyl)methyl]-3-isopropyl-2,3,6,7,7a,8,10,11-octahydrooxazolo[2,3-j][1,6]naphthyridin-5-one FC1=CC=C(C=C1)CN1C[C@H]2CCC(N3[C@]2(CC1)OC[C@@H]3C(C)C)=O